3-Dimethylaminomethyl-1H-indol-4-ol CN(C)CC1=CNC=2C=CC=C(C12)O